FC=1C=C(C2=C(C(C(O2)=O)(C)C)C1)CC1=NC2=C(N1)C=CC(=C2)C(=O)NCC2(CC2)C(F)(F)F 2-[(5-fluoro-3,3-dimethyl-2-oxo-benzofuran-7-yl)methyl]-N-[[1-(trifluoromethyl)cyclopropyl]methyl]-1H-benzimidazole-5-carboxamide